CCCCCC/C=C/C(=O)SCCNC(=O)CCNC(=O)[C@@H](C(C)(C)COP(=O)([O-])OP(=O)([O-])OC[C@@H]1[C@H]([C@H]([C@@H](O1)N2C=NC3=C(N=CN=C32)N)O)OP(=O)([O-])[O-])O The molecule is a 2,3-trans-enoyl CoA(4-) arising from deprotonation of the phosphate and diphosphate functions of trans-2-nonenoyl-CoA; major species at pH 7.3. It is a conjugate base of a trans-2-nonenoyl-CoA.